NCC(=O)NC=1SC=C(N1)C1=CC(=CC=C1)N1C[C@H](OCC1)C (R)-2-amino-N-(4-(3-(2-methylmorpholino)phenyl)thiazol-2-yl)acetamide